O1CCC(C2=CC=CC=C12)NC(\C=C\C=1C=CC2=C(NC(O2)=O)C1)=O (E)-N-(chroman-4-yl)-3-(2-oxo-2,3-dihydrobenzo[d]oxazol-5-yl)acrylamide